N-[7-(3-[[(tert-butoxy)carbonyl]amino]phenyl)-4-methoxy-[1,3]thiazolo[4,5-c]pyridin-2-yl]-N-(phenoxycarbonyl)carbamic acid phenyl ester C1(=CC=CC=C1)OC(N(C(=O)OC1=CC=CC=C1)C=1SC2=C(C(=NC=C2C2=CC(=CC=C2)NC(=O)OC(C)(C)C)OC)N1)=O